N1(CC2(CC1)OCC=1C=NC=CC12)CC1=C(N=C(S1)NC(C)=O)F N-(5-((3H-Spiro[furo[3,4-c]pyridine-1,3'-pyrrolidin]-1'-yl)methyl)-4-fluorothiazol-2-yl)acetamide